mono-2-ethyl-hexanoate C(C)C(C(=O)[O-])CCCC